ClC1=NC=CC(=N1)N1CC(C1)O 1-(2-chloropyrimidin-4-yl)azetidin-3-ol